C1(=CC(=C(CC1)C(C)C)O)C para-menthadienol